OC(CCC(=O)NC1=CC=CC=C1)CCCCCCCCCCCCCC 4-hydroxyoctadecanoic acid anilide